CNC(C1=CC(=C(C=C1)NCC#CC=1N(C2=CC=CC(=C2C1)N[C@H]1[C@H](CN(CC1)C)F)CC(F)(F)F)OCCCCCOS(=O)(=O)C)=O N-methyl-4-(3-{4-[(3S,4R)-3-fluoro-1-methyl-4-piperidylamino]-1-(2,2,2-trifluoroethyl)-2-indolyl}-2-propynylamino)-3-[5-(mesyloxy)pentyloxy]benzamide